(2R)-1-phenylpropan-2-amine C1(=CC=CC=C1)C[C@@H](C)N